(3R,4R)-1-(4-Bromo-5-chloro-1,3-dihydrofuro[3,4-f]quinazolin-7-yl)-4-(dimethylamino)pyrrolidin-3-ol BrN1CNCC=2C=3C(C=C(C12)Cl)=C(OC3)N3C[C@H]([C@@H](C3)N(C)C)O